(E)-3-(3,5-dichloro-4-(4-hydroxy-3-isopropylbenzyl)phenyl)acrylic acid ClC=1C=C(C=C(C1CC1=CC(=C(C=C1)O)C(C)C)Cl)/C=C/C(=O)O